di-tert-butyl (S)-2-bromosuccinate Br[C@H](C(=O)OC(C)(C)C)CC(=O)OC(C)(C)C